CCC(=O)SCCNC(=O)CCNC(=O)[C@@H](C(C)(C)COP(=O)(O)OP(=O)(O)OC[C@@H]1[C@H]([C@H]([C@@H](O1)N2C=NC3=C(N=CN=C32)N)O)OP(=O)(O)O)O The molecule is an acyl-CoA that results from the formal condensation of the thiol group of coenzyme A with the carboxy group of propionic acid. It has a role as a metabolite, an Escherichia coli metabolite and a mouse metabolite. It derives from a coenzyme A and a propionic acid. It is a conjugate acid of a propionyl-CoA(4-).